3-Oxobutyric Acid O=C(CC(=O)O)C